C(C)(C)(C)N1C[C@H]([C@@H](C1)C1=CC=C(C=C1)Cl)C(=O)N1C[C@H](C[C@H]1C(=O)N1CCOCC1)N(C(C(C)(C)C)=O)C1CCC(CC1)C N-((3S,5S)-1-((3S,4R)-1-(tert-butyl)-4-(4-chlorophenyl)pyrrolidin-3-carbonyl)-5-(morpholin-4-carbonyl)pyrrolidin-3-yl)-N-((1s,4R)-4-methylcyclohexyl)trimethylacetamide